FC1=CC(=CC2=C1CN([C@H](CO2)C)C(=O)C2(CCN(CC2)C(C)=O)C)C2=NOC(=N2)C(F)(F)F (S)-1-(4-(6-fluoro-3-methyl-8-(5-(trifluoromethyl)-1,2,4-oxadiazol-3-yl)-2,3,4,5-tetrahydrobenzo[f][1,4]oxazepine-4-carbonyl)-4-methylpiperidin-1-yl)ethan-1-one